ClC=1C(OC(C1Cl)C1=CC=C(C=C1)F)=O 3,4-dichloro-5-p-fluorophenylfuran-2(5H)-one